FC=1C=C(C=CC1)[C@@H](C)NC(C1=C(C=CC(=C1)N1CCN(CC1)C)C)=O N-[(1R)-1-(3-Fluorophenyl)ethyl]-2-methyl-5-(4-methylpiperazin-1-yl)benzamide